2-[1-(bromometh-yl)cyclopropyl]acetonitrile BrCC1(CC1)CC#N